N=1C=C(N2N=CC=CC21)NC(=O)C2=CC1=CN(N=C1C=C2)C2CCC1(CCCN1)CC2 N-(imidazo[1,2-b]pyridazin-3-yl)-1-azaspiro[4.5]decan-8-yl-2H-indazole-5-carboxamide